(1S,2S)-N-(7-chloro-6-(4-((3R,4R)-4-hydroxy-3-methyltetrahydrofuran-3-yl)piperazin-1-yl)isoquinolin-3-yl)-2-(methoxymethyl)cyclobutane-1-carboxamide ClC1=C(C=C2C=C(N=CC2=C1)NC(=O)[C@@H]1[C@H](CC1)COC)N1CCN(CC1)[C@@]1(COC[C@@H]1O)C